BrC=1C(=C(OC2C[C@H]3CC(C[C@H]3C2)CCCO[Si](C2=CC=CC=C2)(C2=CC=CC=C2)C(C)(C)C)C=CC1)C (3-((2s,3aR,5s,6aS)-5-(3-bromo-2-methylphenoxy)octahydropentalen-2-yl)propoxy)(tert-butyl)diphenylsilane